N-((3R,4S)-4-(3-((2-((3S,4R)-3-fluoro-4-methoxypiperidin-1-yl)pyrimidin-4-yl)amino)-8-(3-((methylsulfonyl)methyl)azetidin-1-yl)isoquinolin-5-yl)tetrahydrofuran-3-yl)acrylamide F[C@H]1CN(CC[C@H]1OC)C1=NC=CC(=N1)NC=1N=CC2=C(C=CC(=C2C1)[C@H]1[C@H](COC1)NC(C=C)=O)N1CC(C1)CS(=O)(=O)C